(3S)-3-((2-chloro-5-(5-((tetrahydrofuran-3-yl)oxy)pyrazin-2-yl)pyridin-4-yl)amino)butan-1-ol ClC1=NC=C(C(=C1)N[C@H](CCO)C)C1=NC=C(N=C1)OC1COCC1